ClC=1C=C(C=C(C1)Cl)C=1C=CC=C2C(=C(C=NC12)C(=O)N[C@H]1CCC2=CC=CC=C12)O 8-(3,5-dichlorophenyl)-N-[(1S)-2,3-dihydro-1H-inden-1-yl]-4-hydroxyquinoline-3-carboxamide